9,9-dioxo-8-[4-(4-pyrimidin-2-ylpiperazin-1-yl)butyl]-9λ6-thia-8-azabicyclo[4.3.0]nona-1,3,5-trien-7-one O=S1(N(C(C2=CC=CC=C12)=O)CCCCN1CCN(CC1)C1=NC=CC=N1)=O